2-(2,6-dimethylphenyl)cyclohexanone ethyl-2-((4-fluoro-2-methoxyphenyl)-amino)-4-(trifluoro-methyl)benzoate C(C)OC(C1=C(C=C(C=C1)C(F)(F)F)NC1=C(C=C(C=C1)F)OC)=O.CC1=C(C(=CC=C1)C)C1C(CCCC1)=O